2-amino-2-cyclohexylacetic acid NC(C(=O)O)C1CCCCC1